N-(1-cyclopropyl-2-oxo-1,2-dihydropyridin-3-yl)-7-(((S)-1-fluoropropan-2-yl)oxy)-2-(1-methyl-2-oxabicyclo[2.2.1]heptan-4-yl)imidazo[1,2-a]pyridine-6-carboxamide C1(CC1)N1C(C(=CC=C1)NC(=O)C=1C(=CC=2N(C1)C=C(N2)C21COC(CC2)(C1)C)O[C@H](CF)C)=O